1-((S)-8-chlorochroman-4-yl)-3-(2-(1-hydroxyethyl)thiazol-4-yl)urea ClC=1C=CC=C2[C@H](CCOC12)NC(=O)NC=1N=C(SC1)C(C)O